6-Nonylphenol C(CCCCCCCC)C1=CC=CC=C1O